tert-butyl 4-((6-chloro-3-(4-fluoro-3-methylphenyl)pyridazin-4-ylamino)methyl)piperidine-1-carboxylate ClC1=CC(=C(N=N1)C1=CC(=C(C=C1)F)C)NCC1CCN(CC1)C(=O)OC(C)(C)C